ClC1=CC(=C(CN2C(NC(C3=C2C=CN3)=O)=S)C=C1)[C@H]1NCCOC1 |o1:19| rel-(R)-1-(4-Chloro-2-(morpholin-3-yl)benzyl)-2-thioxo-1,2,3,5-tetrahydro-4H-pyrrolo[3,2-d]pyrimidin-4-one